3-{[2-(2-{[(tert-butoxy)carbonyl]amino}ethoxy)ethyl](methyl)amino}propanoic acid C(C)(C)(C)OC(=O)NCCOCCN(CCC(=O)O)C